β-(4-pyridyl)-L-alanine N1=CC=C(C=C1)C[C@H](N)C(=O)O